triazolo[4,5-b]indole-7-carboxamide N1=NN=C2N=C3C=CC(=CC3=C21)C(=O)N